1,4-bis(hydroxy hexafluoroisopropyl)benzenediglycidyl ether OC(C(F)(F)F)(C(F)(F)F)C12C(C=C(C=C1)C(C(F)(F)F)(C(F)(F)F)O)C1C(COCC3C2O3)O1